2-bromo-4-(2,6-difluorophenyl)-5,6-dihydro-4H-imidazo[1,2-b][1,2,4]triazole BrC=1N=C2N(N1)CCN2C2=C(C=CC=C2F)F